2-hydroxypropane-1,2,3-tricarboxylic acid sodium dihydrate O.O.[Na].OC(CC(=O)O)(CC(=O)O)C(=O)O